C1(O)=C(O)C(=CC=C1)S(=O)(=O)O catecholsulfonic acid